The molecule is a member of the class of phenols that is phenol substituted by a methoxy group at position 2 and a 1-hydroxyethyl group at position 4 respectively. It is a member of phenols, a member of methoxybenzenes and a member of benzyl alcohols. CC(C1=CC(=C(C=C1)O)OC)O